FC(C(=O)O)(F)F.C(C)=O ethan-1-one trifluoroacetate salt